2-amino-6-(1-methylpiperidine-4-ylcarbonyl)pyridine NC1=NC(=CC=C1)C(=O)C1CCN(CC1)C